FC(C(O)C1=CC=2N(C=C1)C(=NN2)[C@@H]2C[C@@H](CCC2)NC2=NC=C(C(=N2)OC2COC2)C(F)(F)F)(F)F 2,2,2-trifluoro-1-[3-[(1S,3R)-3-[[4-(oxetan-3-yloxy)-5-(trifluoromethyl)pyrimidin-2-yl]amino]cyclohexyl]-[1,2,4]triazolo[4,3-a]pyridin-7-yl]ethanol